5-hydroxy-2-piperidoic acid OC1CCC(NC1)C(=O)O